C(C)(C)(C)C1=NN(C(=C1)N)C 3-(tert-butyl)-1-methyl-1H-pyrazol-5-amine